CC(C#C)(N)C dimethylprop-2-yn-1-amine